IC1=NN(C=2N=CC=C(C21)C(=O)OCC)C2=CC=C(C=C2)OC(F)(F)F ethyl 3-iodo-1-(4-(trifluoromethoxy) phenyl)-1H-pyrazolo[3,4-b]pyridine-4-carboxylate